1-(2-(4-acryloylpiperazin-1-yl)ethyl)-5-((2-(6-(2,2,2-trifluoroethyl)quinazolin-4-yl)-2,7-diazaspiro[3.5]nonan-7-yl)methyl)-1H-indole-2-carbonitrile C(C=C)(=O)N1CCN(CC1)CCN1C(=CC2=CC(=CC=C12)CN1CCC2(CN(C2)C2=NC=NC3=CC=C(C=C23)CC(F)(F)F)CC1)C#N